NC1=C(C(=O)OCCO)C=C(C(=C1)F)C1=NC=C(C2=C1C(=NO2)N)C=2C=NNC2 2-hydroxyethyl 2-amino-5-(3-amino-7-(1H-pyrazol-4-yl) isoxazolo[4,5-c]pyridin-4-yl)-4-fluorobenzoate